dec-2-yn-1-yl 3-((4-((2-(dimethylamino)ethyl)amino)-3-(2-octyldodecanamido)-4-oxobutyl)thio)propanoate CN(CCNC(C(CCSCCC(=O)OCC#CCCCCCCC)NC(C(CCCCCCCCCC)CCCCCCCC)=O)=O)C